C1(=CC=CC=C1)C1=C(O[Al](OC2=C(C=CC=C2C2=CC=CC=C2)C2=CC=CC=C2)OC2=C(C=CC=C2C2=CC=CC=C2)C2=CC=CC=C2)C(=CC=C1)C1=CC=CC=C1 tri(2,6-diphenyl-phenoxy)aluminum